(R)-2-(1-cyclopropyl-2-hydroxy-2-methylpropyl)-7-(2-fluoro-3-methyl-4-(5-methyl-1,3,4-oxadiazol-2-yl)phenyl)isoindolin-1-one C1(CC1)[C@H](C(C)(C)O)N1C(C2=C(C=CC=C2C1)C1=C(C(=C(C=C1)C=1OC(=NN1)C)C)F)=O